4-chloro-2,2,3,3,6,6,7,7-octamethyl-octane ClC(C(C(C)(C)C)(C)C)CC(C(C)(C)C)(C)C